6-(1-(adamantan-1-ylmethyl)-5-methyl-1H-pyrazol-4-yl)-3-(6-bromopyridin-3-yl)pyrazolo[5,1-b]oxazole-7-carboxylic acid ethyl ester C(C)OC(=O)C=1C(=NN2C1OC=C2C=2C=NC(=CC2)Br)C=2C=NN(C2C)CC21CC3CC(CC(C2)C3)C1